F[C@H]1CN(CC[C@H]1NC1=C2C=C(N(C2=CC=C1)CC(F)(F)F)C1=NOC(=N1)CNC(=O)C=1SC(=CC1)COC(C)C)C N-{[3-(4-{[(3S,4R)-3-fluoro-1-methylpiperidin-4-yl]amino}-1-(2,2,2-trifluoroethyl)-1H-indol-2-yl)-1,2,4-oxadiazol-5-yl]methyl}-5-[(propan-2-yloxy)methyl]thiophene-2-carboxamide